ClC1=NC=2CN(CCC2C(=C1[N+](=O)[O-])Cl)C(=O)OCC1=CC=CC=C1 benzyl 2,4-dichloro-3-nitro-5,8-dihydro-1,7-naphthyridine-7(6H)-carboxylate